C1(=CC=CC2=CC=CC=C12)C(C1C(C2=CC=CC=C2C1=O)=O)[Si](C)(C)C 2-(naphthalen-1-yl-(trimethylsilyl)methyl)-1H-indene-1,3(2H)-dione